C1(CC1)NC=1C=C2C(=CN1)O[C@]1(CN[C@H](C1)C)C2 (2R,5'S)-N-cyclopropyl-5'-methyl-3H-spiro[furo[2,3-c]pyridine-2,3'-pyrrolidin]-5-amine